C(#N)C1=C2CC(CC2=CC=C1OC1CN(C1)C(=O)OC(C)(C)C)C=O tert-Butyl 3-[(4-cyano-2-formyl-2,3-dihydro-1H-inden-5-yl)oxy]azetidine-1-carboxylate